tert-butyl 4-(2-((1-(2-methoxyethyl)-1H-pyrazol-4-yl) amino) pyrimidin-4-yl)-2-methylbenzylcarbamate COCCN1N=CC(=C1)NC1=NC=CC(=N1)C1=CC(=C(CNC(OC(C)(C)C)=O)C=C1)C